6-(3-methyl-1H-1,2,4-triazol-1-yl)pyridine-3-carbaldehyde CC1=NN(C=N1)C1=CC=C(C=N1)C=O